FC1(CCC(CC1)NC(C(C=1C=NC=C(C1)F)N(C(=O)[C@@H]1N(C[C@H](C1)OC(F)F)C(=O)OC(C)(C)C)C1=CC=C(C=C1)S(F)(F)(F)(F)F)=O)F tert-butyl (2R,4S)-2-[[2-[(4,4-difluorocyclohexyl)amino]-1-(5-fluoro-3-pyridyl)-2-oxo-ethyl]-[4-(pentafluoro-λ6-sulfanyl)phenyl]carbamoyl]-4-(difluoromethoxy)pyrrolidine-1-carboxylate